F[C@H]1C[C@H](N(C1)C(CN1C[C@H](CC1)N(C1=C2C=CC=NC2=C(C=C1)C(F)(F)F)C)=O)C#N (2S,4S)-4-fluoro-1-[2-[(3S)-3-[methyl-[8-(trifluoromethyl)-5-quinolyl]amino]pyrrolidin-1-yl]acetyl]pyrrolidine-2-carbonitrile